O[C@H](C(=O)NCCC1=CC2=CC(N=C2C=C1)=O)C (S)-2-hydroxy-N-(2-(2-oxoindol-5-yl)ethyl)propionamide